ethyl 3-hydroxybenzo[b]thiophene-2-carboxylate OC=1C2=C(SC1C(=O)OCC)C=CC=C2